5-methyl-8-nitro-2-(4-(3-(pyridin-3-yl)-1,2,4-oxadiazol-5-yl)piperidin-1-yl)-6-(trifluoromethyl)-4H-benzo[e][1,3]thiazin-4-one CC1=C(C=C(C2=C1C(N=C(S2)N2CCC(CC2)C2=NC(=NO2)C=2C=NC=CC2)=O)[N+](=O)[O-])C(F)(F)F